Ethyl 3-(3-((2-(3-((6-fluoro-4-(methylsulfonyl)-1-tosyl-1H-indol-5-yl)oxy)phenyl)oxazol-4-yl)methyl)phenyl)propanoate FC1=C(C(=C2C=CN(C2=C1)S(=O)(=O)C1=CC=C(C)C=C1)S(=O)(=O)C)OC=1C=C(C=CC1)C=1OC=C(N1)CC=1C=C(C=CC1)CCC(=O)OCC